CN(C=1C=CC(=C(C1)C1=CC(=CC=C1)OC)S(=O)(=O)N1CCC(CC1)(C(=O)N[C@@H](C)\C=C/S(=O)(=O)C)F)C (S,Z)-1-((5-(dimethylamino)-3'-methoxy-[1,1'-biphenyl]-2-yl)sulfonyl)-4-fluoro-N-(4-(methylsulfonyl)but-3-en-2-yl)piperidine-4-carboxamide